9-(2H-chromen-3-yl)-2-((1-methyl-1H-indol-3-yl)methylene)-8,9-dihydro-7H-furo[2,3-f]chromene-3,7(2H)-dione O1CC(=CC2=CC=CC=C12)C1CC(OC2=CC=C3C(=C12)OC(C3=O)=CC3=CN(C1=CC=CC=C31)C)=O